BrC=1C=C(C=CC1)CC(CC#N)=O 4-(3-bromophenyl)-3-oxo-butanenitrile